8,8-dimethyl-7-(3-methylbut-2-en-1-yl)-3-((E)-3-(4-(pyrrolidin-1-yl)phenyl)acryloyl)bicyclo[3.3.1]non-3-en-2,9-dion CC1(C(CC2C=C(C(C1C2=O)=O)C(\C=C\C2=CC=C(C=C2)N2CCCC2)=O)CC=C(C)C)C